chloro-N-(2-chloro-4'-cyclopropyl-[1,1'-biphenyl]-3-yl)-N-methyl-[1,2,4]triazolo[4,3-a]quinazolin-5-amine ClC1=NN=C2N1C1=CC=CC=C1C(=N2)N(C)C=2C(=C(C=CC2)C2=CC=C(C=C2)C2CC2)Cl